4,8-dihydroxycoumarin OC1=CC(OC2=C(C=CC=C12)O)=O